C[C@H]1N(CCOC1)C1=CC(=C2C(=N1)C(=NS2)C2=CC=NN2C2OCCCC2)C2(CC2)S(=O)(=O)C (3R)-3-methyl-4-(7-(1-(methylsulfonyl)cyclopropyl)-3-(1-(tetrahydro-2H-pyran-2-yl)-1H-pyrazol-5-yl)isothiazolo[4,5-b]pyridin-5-yl)morpholine